COC1=C2C=CC(OC2=CC=C1CC=C)=O 5-methoxy-6-allylcoumarin